2-(3-methoxy-2,6-dimethylphenyl)-2-{5-methyl-[1,2,4]triazolo[1,5-a]pyrazin-8-yl}acetonitrile COC=1C(=C(C(=CC1)C)C(C#N)C=1C=2N(C(=CN1)C)N=CN2)C